FC(OC1=NC=CC(=C1)[C@@H](C)NC(=O)NC1CC2(C1)CCC2)F 1-[(R)-1-(2-Difluoromethoxy-pyridin-4-yl)-ethyl]-3-spiro[3.3]hept-2-yl-urea